[2-Chloro-5-[6-fluoro-4-(hydroxymethyl)-3-pyridyl]-3-thienyl]ammonium chloride [Cl-].ClC=1SC(=CC1[NH3+])C=1C=NC(=CC1CO)F